3-(2-hydroxyethyl)benzonitrile OCCC=1C=C(C#N)C=CC1